Fmoc-L-methionine sulfoxide C(=O)(OCC1C2=CC=CC=C2C2=CC=CC=C12)N[C@@H](CCS(=O)C)C(=O)O